[Si](C)(C)(C(C)(C)C)OC\C=N/S(=O)C(C)(C)C (Z)-N-(2-((tert-butyldimethylsilyl)oxy)ethylidene)-2-methylpropane-2-sulfinamide